(5'S,7a'R)-1-(8-fluoropyrazolo[1,5-a][1,3,5]triazin-4-yl)-5'-phenyltetrahydro-3'H-spiro[piperidine-4,2'-pyrrolo[2,1-b][1,3]oxazol]-3'-one FC=1C=NN2C1N=CN=C2N2CCC1(C(N3[C@H](O1)CC[C@H]3C3=CC=CC=C3)=O)CC2